C(C=C)OC=1C=C(C=C(C1)OC(F)(F)F)C(C)(C)C=1C=C(C=C(C1)Cl)NC(=O)C1=CC2=C(S1)C=CC(=C2)C(C)(C)S(=O)(=O)C N-(3-(2-(3-(Allyloxy)-5-(trifluoromethoxy)phenyl)propan-2-yl)-5-chlorophenyl)-5-(2-(methylsulfonyl)propan-2-yl)benzo[b]thiophen-2-carboxamid